(R)-N-((R*)-1-(8-bromo-6-cyclopropyl-[1,2,4]triazolo[1,5-a]pyridin-2-yl)ethyl)-2-methylpropane-2-sulfinamide BrC=1C=2N(C=C(C1)C1CC1)N=C(N2)[C@@H](C)N[S@](=O)C(C)(C)C |o1:13|